C(C)(C)(C)C1=C(C(=O)NC2=CC=C(C=C2)C=2C3=C(NC(CN2)=O)C2=CC=CC=C2C=C3)C=CC=C1 5-[4-(2-tert-butylbenzoylamino)phenyl]-1,3-dihydronaphtho[1,2-e]-1,4-diazepin-2-one